2,4-dichloro-3-fluorodichlorobenzene ClC1=C(C=C(C(=C1F)Cl)Cl)Cl